N-dodecyl-valerolactam C(CCCCCCCCCCC)N1C(CCCC1)=O